mono(3,5,5-trimethylhexyl)ether CC(CCOCCC(CC(C)(C)C)C)CC(C)(C)C